C(C(=C)C)(=O)OCCC[Si](OC(C)C)(OC(C)C)OC(C)C (methacryloyloxy)propyltriisopropoxysilane